OCCOC1=C(C=C(C=C1C)C1=NC2=CC(=CC(=C2C(N1)=O)OC)OC)C 2-[4-(2-hydroxyethoxy)-3,5-dimethylphenyl]-5,7-dimethoxy-4(3H)-quinazolinone